2,2-dimethylmorpholin CC1(CNCCO1)C